2-{3-[2-amino-6-(5-fluoropyridin-2-yl)-7H-pyrrolo[2,3-d]pyrimidin-4-yl]-2-(hydroxymethyl)phenyl}-6-cyclopropyl-8-fluoroisoquinolin-1(2H)-one NC=1N=C(C2=C(N1)NC(=C2)C2=NC=C(C=C2)F)C=2C(=C(C=CC2)N2C(C1=C(C=C(C=C1C=C2)C2CC2)F)=O)CO